FC(C1=NC(=CC=C1N1C[C@H](CCC1)CC(=O)OCC)C=1N=NN(C1COC1OCCCC1)C)F ethyl 2-[(3R)-1-[2-(difluoromethyl)-6-{1-methyl-5-[(oxan-2-yloxy)methyl]-1H-1,2,3-triazol-4-yl}pyridin-3-yl]piperidin-3-yl]acetate